CC1(C2=CC=CC=C2C=2C1=CC=1N(C3=CC=C(C=C3C1C2)C=2C=CC=1N(C3=CC=CC=C3C1C2)C2=CC=CC=C2)C2=CC=CC=C2)C 7,7-Dimethyl-5-phenyl-2-(9-phenylcarbazol-3-yl)indeno[2,1-b]carbazol